C(C)OC(=O)C=1NC=CN1 1H-Imidazole-2-carboxylic acid ethyl ester